ClC=1N=C(C2=C(N1)OC(=N2)C2=CC(=CC=C2)OC)N2C[C@H]1CC[C@@H](C2)N1C(=O)OC(C)(C)C tert-butyl (1R,5S)-3-(5-chloro-2-(3-methoxyphenyl)oxazolo[5,4-d]pyrimidin-7-yl)-3,8-Diazabicyclo[3.2.1]octane-8-carboxylate